6-(3-(cyclopropylmethoxy)-4-(difluoromethoxy)phenethyl)picolinic acid C1(CC1)COC=1C=C(CCC2=CC=CC(=N2)C(=O)O)C=CC1OC(F)F